(E)-ethyl 2-(5-(2-ethoxyvinyl)-4-methyl-2-oxopyridin-1(2H)-yl)-5-methylhexanoate C(C)O/C=C/C=1C(=CC(N(C1)C(C(=O)OCC)CCC(C)C)=O)C